6-(4-(3,7-dimethyl-2,6-dioxo-2,3,6,7-tetrahydro-1H-purin-1-yl)but-1-yn-1-yl)pyridinealdoxime CN1C(N(C(C=2N(C=NC12)C)=O)CCC#CC1=CC=CC(=N1)C=NO)=O